FC(C1=CC=C(/C=C/C(=O)Cl)C=C1)(F)F trans-4-(trifluoromethyl)cinnamoyl chloride